The molecule is an organosulfonic acid that is 2-oxoethanesulfonic acid substituted by a (2,6-dimethylphenyl)(1H-pyrazol-1-ylmethyl)amino group at position 2. It is metabolite of the herbicide metazachlor. It has a role as a marine xenobiotic metabolite. It is an aromatic amide, a member of pyrazoles and an organosulfonic acid. CC1=C(C(=CC=C1)C)N(CN2C=CC=N2)C(=O)CS(=O)(=O)O